4-amino-1-(3-chloro-2-fluoropyridin-4-yl)hex-5-en-1-one NC(CCC(=O)C1=C(C(=NC=C1)F)Cl)C=C